O-phthalimidohexyl-5-methyluridine C1(C=2C(C(N1CCCCCCO[C@H]1[C@@H](O[C@@H]([C@H]1O)CO)N1C(=O)NC(=O)C(=C1)C)=O)=CC=CC2)=O